1,2-dihydroxymethylbenzene OCC1=C(C=CC=C1)CO